FC1(CCC(CC1)NC=1N=CC2=C(N1)NC=C2C2=CC1=C(N=C(S1)C)C=C2)F N-(4,4-difluorocyclohexyl)-5-(2-methylbenzo[d]thiazol-6-yl)-7H-pyrrolo[2,3-d]pyrimidin-2-amine